(4-fluoro-5-isobutylthiophen-2-yl)trimethylsilane FC=1C=C(SC1CC(C)C)[Si](C)(C)C